C(C1=CC=CC=C1)OC(=O)NCC(=O)NCC(=O)O 2-(2-(((benzyloxy)carbonyl)amino)acetamido)acetic acid